FC=1C=2N(C=C(C1)C1=CNC=3N=C(N=CC31)NCC=3C=NC(=CC3)N3CCN(CC3)C)C(=CN2)CO (8-fluoro-6-(2-(((6-(4-methylpiperazin-1-yl)pyridin-3-yl)methyl)amino)-7H-pyrrolo[2,3-d]pyrimidin-5-yl)imidazo[1,2-a]pyridin-3-yl)methanol